CC=1C=C(/C=C/C(=O)O)C=CC1 (E)-m-methyl-cinnamic acid